3-(methylsulfonyl)benzonitrile CS(=O)(=O)C=1C=C(C#N)C=CC1